(S)-2-((2-(hydroxymethyl)benzyl)amino)-5,5-dimethylhexanoic acid hydrochloride Cl.OCC1=C(CN[C@H](C(=O)O)CCC(C)(C)C)C=CC=C1